[I-].OC(CCCC=O)C(C)O 5,6-dihydroxy-heptan-1-one iodide